tert-butyl N-[(3R)-1-{2-[6-(methoxymethoxy)-2,7-dimethylindazol-5-yl]pyrido[2,3-d]pyrimidin-6-yl}pyrrolidin-3-yl]-N-methylcarbamate COCOC=1C(=CC2=CN(N=C2C1C)C)C=1N=CC2=C(N1)N=CC(=C2)N2C[C@@H](CC2)N(C(OC(C)(C)C)=O)C